COC1=CC=C(C=C1)CN1C(N(CCC1=O)C1=CC=C(C=C1)N1CCC(CC1)CCCNC(OC(C)(C)C)=O)=O tert-butyl N-[3-[1-[4-[3-[(4-methoxyphenyl)methyl]-2,4-dioxo-hexahydropyrimidin-1-yl]phenyl]-4-piperidyl]propyl]carbamate